7-bromo-2-(methoxymethyl)-2-methyl-2,3-dihydropyrazolo[5,1-b]oxazole BrC=1C=NN2C1OC(C2)(C)COC